1-(2-bromophenyl)-1,4-dihydro-1,4-epoxynaphthalene BrC1=C(C=CC=C1)C12C=CC(C3=CC=CC=C13)O2